[C@@H]1([C@H](O)[C@H](O)[C@@H](CO)O1)N1C=NC=2C(N)=NC=NC12 (+)-adenosine